2-[6-[[3-fluoro-5-(trifluoromethyl)-2-pyridyl]methyl]-2-azaspiro[3.3]heptane-2-carbonyl]-8-oxa-2,5-diazaspiro[3.5]nonan-6-one FC=1C(=NC=C(C1)C(F)(F)F)CC1CC2(CN(C2)C(=O)N2CC3(C2)NC(COC3)=O)C1